(S)-3-(isoquinolin-4-yl)-2-oxo-1-(spiro[3.3]hept-2-yl)imidazoline-4-carbonitrile C1=NC=C(C2=CC=CC=C12)N1C(N(C[C@H]1C#N)C1CC2(C1)CCC2)=O